CC1(OC2=CC(=CC(=C2[C@H]2[C@H]1CC=C(C2)C)O[Si](C(C)C)(C(C)C)C(C)C)CCCCC)C [(6Ar,10aR)-6,6,9-trimethyl-3-pentyl-6a,7,10,10a-tetrahydrobenzo[c]chromen-1-yl]oxy-tri(propan-2-yl)silane